2-(p-tolyl)-1,3,2-dioxaborinane C1(=CC=C(C=C1)B1OCCCO1)C